C1(=CC=CC=C1)[B-](C1=CC=CC=C1)(C1=CC=CC=C1)C1=CC=CC=C1.[N+](=O)([O-])C1=C(COC(=O)N2C=[NH+]C=C2)C=CC=C1 N-(2-nitrobenzyloxycarbonyl)imidazolium tetraphenylborate